8,14-dimethyl-pentadecanoic acid CC(CCCCCCC(=O)O)CCCCCC(C)C